BrC=1C=CC(=NC1)P(O)(=O)C 5-bromopyridin-2-yl(methyl)phosphinic acid